tert-Butyl N-[2-[tert-butyl(dimethyl)silyl]oxy-3-(oxiran-2-yl)propyl]carbamate [Si](C)(C)(C(C)(C)C)OC(CNC(OC(C)(C)C)=O)CC1OC1